CC/C=C\\C/C=C/C=C/1\\[C@H](C=CC1=O)C/C=C\\CCCC(=O)O The molecule is a prostaglandin J derivative comprising prostaglandin J3 lacking the 15-hydroxy group and having C=C double bonds at the 12- and 14-positions. An intermediate of specialised proresolving mediators It has a role as a human xenobiotic metabolite and a mouse metabolite. It is a conjugate acid of a 15-deoxy-Delta(12,14)-prostaglandin J3(1-).